C(C)(C)(C)OC(=O)N1C2CC(C3=CC(=C(N=C13)C(OC)OC)CNCCCCO)(C2)F 7-(dimethoxymethyl)-4-fluoro-6-(((4-hydroxybutyl)amino)methyl)-3,4-dihydro-2,4-methylene-1,8-naphthyridine-1(2H)-carboxylic acid tert-butyl ester